[Na].COC(C1=C(C=CC=C1)S(=O)(=O)NC(=O)N1N=C(N(C1=O)C)OCCC)=O 2-({[(4-methyl-5-oxo-3-propoxy-4,5-dihydro-1H-1,2,4-triazol-1-yl)carbonyl]amino}sulfonyl)benzoic acid methyl ester sodium salt